BrC(C(=O)NCC(F)(F)F)CCBr 2,4-dibromo-N-(2,2,2-trifluoroethyl)butanamide